1-(1-bicyclo[1.1.1]pentanyl)-3-methyl-piperidin-4-one C12(CC(C1)C2)N2CC(C(CC2)=O)C